tert-butyl N-(2-bromo-6,7-dihydro-5H-thieno[3,2-b]pyran-6-yl)carbamate BrC1=CC=2OCC(CC2S1)NC(OC(C)(C)C)=O